tert-butyl 4-(4-bromo-1H-indol-7-yl)piperazine-1-carboxylate BrC1=C2C=CNC2=C(C=C1)N1CCN(CC1)C(=O)OC(C)(C)C